C(C)(C)(C)OC(=O)N[C@H](C(=O)O)CN1C[C@@H]([C@H](CC1)N1N=CC(=C1Cl)NC1=NC=C(C(=N1)NC)C(F)(F)F)F (S)-2-((tert-Butoxycarbonyl)amino)-3-((3S,4S)-4-(5-chloro-4-((4-(methylamino)-5-(trifluoromethyl)pyrimidin-2-yl)amino)-1H-pyrazol-1-yl)-3-fluoropiperidin-1-yl)propanoic acid